C(#N)C1=CN(C2=CC=C(C=C12)N1N=CC(=N1)C(=O)O)C1COCC1 2-[3-cyano-1-(tetrahydrofuran-3-yl)-1H-indol-5-yl]-2H-1,2,3-triazole-4-carboxylic acid